3-Benzyl-6-((1-methyl-1H-imidazol-4-yl)methyl)-2,3,4,6-tetrahydropyrido[3,4-c][1,8]naphthyridine-5(1H)-one C(C1=CC=CC=C1)N1CC=2C(N(C=3N=CC=CC3C2CC1)CC=1N=CN(C1)C)=O